(S)-N-(1-(3,4-dichlorophenyl)-2-(4-methylpiperazin-1-yl)ethyl)-4-(4-(trifluoromethyl)phenoxy)benzenesulfonamide ClC=1C=C(C=CC1Cl)[C@@H](CN1CCN(CC1)C)NS(=O)(=O)C1=CC=C(C=C1)OC1=CC=C(C=C1)C(F)(F)F